2-(4-Chloro-phenyl)-N-(2-dimethylamino-4-oxo-4H-quinazolin-3-yl)-acetamide ClC1=CC=C(C=C1)CC(=O)NN1C(=NC2=CC=CC=C2C1=O)N(C)C